FC=1C=CC(=NC1)C=1C(=C2N(N1)[C@H](CC2)C)C=2C=CN=C1C=CC(=NC21)OC 8-[(6S)-2-(5-fluoro-2-pyridinyl)-6-methyl-5,6-dihydro-4H-pyrrolo[1,2-b]pyrazol-3-yl]-2-methoxy-1,5-naphthyridine